(S)-N'-((1-hydroxy-1,2,3,5,6,7-hexahydro-s-indacen-4-yl)carbamoyl)-2-(2-hydroxypropan-2-yl)thiazole-5-sulfonimidamide OC1CCC2=C(C=3CCCC3C=C12)NC(=O)N=[S@@](=O)(N)C1=CN=C(S1)C(C)(C)O